5-(1-acetyl-piperidin-4-yloxy)-2-amino-benzamide C(C)(=O)N1CCC(CC1)OC=1C=CC(=C(C(=O)N)C1)N